5-[1-(2-fluoro-6-methyl-phenyl)-piperidin-4-yl]-2-(2-piperidin-1-yl-ethyl)-7-(2-trifluoromethyl-benzyl)-2,4,5,7-tetrahydro-pyrazolo[3,4-d]pyrimidin-6-one FC1=C(C(=CC=C1)C)N1CCC(CC1)N1C(N(C=2C(C1)=CN(N2)CCN2CCCCC2)CC2=C(C=CC=C2)C(F)(F)F)=O